FC(OC1=CC=C(C=C1)N1C(N([C@H](C1)C#N)C1=CN=CC2=CC=CC=C12)=O)F |r| Racemic-1-(4-(difluoromethoxy)phenyl)-3-(isoquinolin-4-yl)-2-oxoimidazoline-4-carbonitrile